(Sa)-6-(1-((racemic)-1-([1,1'-biphenyl]-4-yl)ethyl-1,2,2,2-d4)-1H-indazole-7-carboxamido)spiro[3.3]heptane-2-carboxylic acid C1(=CC=C(C=C1)[C@](C([2H])([2H])[2H])([2H])N1N=CC2=CC=CC(=C12)C(=O)NC1CC2(CC(C2)C(=O)O)C1)C1=CC=CC=C1 |r|